((S)-1-((3-(difluoromethyl)-1-methyl-1H-pyrazol-4-yl)sulfonyl)-1-fluoroethyl)-N-(2-((S)-1-hydroxyethyl)pyridin-4-yl)piperidine-1-carboxamide FC(C1=NN(C=C1S(=O)(=O)[C@](C)(F)C1N(CCCC1)C(=O)NC1=CC(=NC=C1)[C@H](C)O)C)F